ClC=1C=C(C2=CC=CC=C2C1)C=1C=C(C=CC1)C1=NC(=NC(=N1)C1=CC2=CC=CC=C2C=C1)C1=CC=CC=C1 2-(3-(3-chloronaphthalen-1-yl)phenyl)-4-(naphthalen-2-yl)-6-phenyl-1,3,5-triazine